(2-((2S,4S)-4-amino-2-(hydroxymethyl)pyrrolidin-1-yl)-4-chlorophenyl)-2-(2-fluoro-6-methoxyphenyl)pyrimidine-4-carboxamide N[C@H]1C[C@H](N(C1)C1=C(C=CC(=C1)Cl)C=1C(=NC(=NC1)C1=C(C=CC=C1OC)F)C(=O)N)CO